ClC1=C(CN2CCC(CC2)(C(=O)O)CC2=NC(=CC(=C2F)C)NC2=NNC(=C2)C)C=CC=C1Cl 1-(2,3-dichlorobenzyl)-4-((3-fluoro-4-methyl-6-((5-methyl-1H-pyrazol-3-yl)amino)pyridin-2-yl)methyl)piperidine-4-carboxylic acid